C(C)(=O)OC[C@H]1O[C@H]([C@@H]([C@H]([C@H]1OC(C)=O)OC(C)=O)OC(C)=O)OC1=C(C=C(C=C1)C(NCCOCCOCCOCCN=[N+]=[N-])=O)O [(2R,3S,4S,5R,6S)-3,4,5-Tris(acetyloxy)-6-{4-[(2-{2-[2-(2-azidoethoxy)ethoxy]ethoxy}ethyl)carbamoyl]-2-hydroxyphenoxy}oxan-2-yl]methyl acetate